(R)-N-(3-fluoro-4-((3-((1-methoxypropan-2-yl)amino)-1H-pyrazolo-[3,4-b]pyridin-4-yl)-oxy)phenyl)-2-(4-fluorophenyl)-6-iso-propyl-3-oxo-2,3-dihydropyridazine-4-carboxamide FC=1C=C(C=CC1OC1=C2C(=NC=C1)NN=C2N[C@@H](COC)C)NC(=O)C=2C(N(N=C(C2)C(C)C)C2=CC=C(C=C2)F)=O